1,1,4,4,4-pentamethoxy-1,4-disilabutane, chloride salt [Cl-].CO[SiH](CC[Si](OC)(OC)OC)OC